4-(5-(3-(2-(1-methylcyclopropyl)ethyl)-1H-pyrazol-1-yl)-2-(pyridin-4-yl)pyrazolo[1,5-a]pyrimidin-7-yl)morpholine CC1(CC1)CCC1=NN(C=C1)C1=NC=2N(C(=C1)N1CCOCC1)N=C(C2)C2=CC=NC=C2